CC1N(CC(NC1C=1C=NNC1)C)C1=CC(=CC(=N1)C1=CN=C2N1C=C(N=C2)C(F)(F)F)F 3-(6-(2,5-dimethyl-3-(1H-pyrazol-4-yl)piperazin-1-yl)-4-fluoropyridin-2-yl)-6-(trifluoromethyl)imidazo[1,2-a]pyrazine